(2S,4R)-N-[2-(benzylsulfamoyl)ethyl]-1-[(2S)-2-(4-cyclopropyltriazol-1-yl)-3,3-dimethyl-butanoyl]-4-hydroxy-pyrrolidine-2-carboxamide C(C1=CC=CC=C1)NS(=O)(=O)CCNC(=O)[C@H]1N(C[C@@H](C1)O)C([C@H](C(C)(C)C)N1N=NC(=C1)C1CC1)=O